NC1=NC=NN2C1=C(C=C2C=2C=C(C(=NC2)OC)C(=O)N[C@@H]2CN(C[C@@H]2F)C(C)C=2C=NC=NC2)C(F)(F)F 5-[4-amino-5-(trifluoromethyl)pyrrolo[2,1-f][1,2,4]triazin-7-yl]-N-[(3R,4S)-4-fluoro-1-[1-(pyrimidin-5-yl)ethyl]pyrrolidin-3-yl]-2-methoxypyridine-3-carboxamide